diisobutyl (1-methyl-1-(2-methylcyclohexyl)methylene)malonate CC(C1C(CCCC1)C)=C(C(=O)OCC(C)C)C(=O)OCC(C)C